methyl (R)-(5-(5-(3-ethylpiperidine-1-carbonyl)-1H-pyrrolo[2,3-b]pyridin-1-yl)pyridin-3-yl)carbamate C(C)[C@H]1CN(CCC1)C(=O)C=1C=C2C(=NC1)N(C=C2)C=2C=C(C=NC2)NC(OC)=O